C(\C=C/C(=O)O)(=O)O.C(C)(C)(C)NCC(CC1=NSN=C1N1CCOCC1)O (tert-butylamino)-3-[(4-morpholinyl-1,2,5-thiadiazol-3-yl)]-2-propanol maleate